(pyridin-2-yl)ethan-1-one N1=C(C=CC=C1)C(C)=O